Tert-butyl (R)-methyl(3-sulfamoyl-6,7-dihydro-5H-pyrazolo[5,1-b][1,3]oxazin-6-yl)carbamate CN(C(OC(C)(C)C)=O)[C@@H]1CN2C(OC1)=C(C=N2)S(N)(=O)=O